C12(CC3CC(CC(C1)C3)C2)NC2=CC=CC=3N(C(=NC32)C(C)C)CCCC N-(Adamantan-1-yl)-1-butyl-2-isopropyl-1H-benzo[d]imidazol-4-amine